[Na+].COC(C(CCCCCCCCCCCC)S(=O)(=O)[O-])=O 1-methoxy-1-oxotetradecane-2-sulfonic acid sodium salt